C(C1=CC=CC=C1)OC(=O)N1CCC(CC1)OC1CC(C1)N1[C@H](CN(C[C@@H]1C)C(=O)OC(C)(C)C)C tert-butyl (3S,5S)-4-((1r,3S)-3-((1-((benzyloxy)carbonyl)piperidin-4-yl)oxy)cyclobutyl)-3,5-dimethylpiperazine-1-carboxylate